2-(N,5-dimethyl-1H-indazole-7-sulfonamido)-N-(3-methyl-4-morpholinophenyl)acetamide CN(S(=O)(=O)C=1C=C(C=C2C=NNC12)C)CC(=O)NC1=CC(=C(C=C1)N1CCOCC1)C